1-(7Z,10Z,13Z,16Z-docosatetraenoyl)-2-heneicosanoyl-glycero-3-phosphocholine CCCCCCCCCCCCCCCCCCCCC(=O)O[C@H](COC(=O)CCCCC/C=C\C/C=C\C/C=C\C/C=C\CCCCC)COP(=O)([O-])OCC[N+](C)(C)C